tert-butyl 4-(3-amino-4-methyl-phenyl)piperazine-1-carboxylate NC=1C=C(C=CC1C)N1CCN(CC1)C(=O)OC(C)(C)C